(1R,3r)-3-((R)-3-(1-(1-(2,4-dichlorobenzyl)-4-methyl-1H-benzo[d][1,2,3]triazol-6-yl)azetidin-3-yl)piperidin-1-yl)-1-methylcyclobutane-1-carboxylic acid methyl ester COC(=O)C1(CC(C1)N1C[C@H](CCC1)C1CN(C1)C=1C=C(C2=C(N(N=N2)CC2=C(C=C(C=C2)Cl)Cl)C1)C)C